CN[C@@H](CC1=CNC2=CC(=CC=C12)OCCC)C(=O)O N-methyl-6-propoxytryptophane